OC1(CCCC1)CCN(C(CN1CCC(CC1)C=1C=C2C(=C(NC2=CC1)C=1C=C(C=2N(C1)N=CN2)C)C(C)C)=O)C N-(2-(1-hydroxycyclopentyl)ethyl)-2-(4-(3-isopropyl-2-(8-methyl-[1,2,4]triazolo[1,5-a]pyridin-6-yl)-1H-indol-5-yl)piperidin-1-yl)-N-methylacetamide